C(=C)[SiH2]C#N vinyl-cyanosilane